Br[C@H](C(=O)OCC(C)C)F isobutyl (2R)-2-bromo-2-fluoro-acetate